ClC1C(C(C(C(C1(F)F)(F)F)(F)F)(F)F)Cl 1,2-dichloro-3,3,4,4,5,5,6,6-octafluorocyclohexane